2-(4-(2-acetyl-5-chlorophenyl)-5-methoxy-2-oxopyridin-1(2H)-yl)-3-(1-cyclopropyl-1H-pyrazol-3-yl)-N-(quinazolin-6-yl)propanamide C(C)(=O)C1=C(C=C(C=C1)Cl)C1=CC(N(C=C1OC)C(C(=O)NC=1C=C2C=NC=NC2=CC1)CC1=NN(C=C1)C1CC1)=O